5,6-dimethylpyrrolo[2,3-b]pyridine-3-carboxamide CC=1C=C2C(=NC1C)NC=C2C(=O)N